C(C)C1CCC(CC1)C(=O)Cl 4-Ethylcyclohexane-1-carbonyl Chloride